2-(3-chlorophenyl)-2-(1-(4-(3-hydroxypropyl)piperidine-1-carbonyl)piperidin-4-ylidene)acetonitrile ClC=1C=C(C=CC1)C(C#N)=C1CCN(CC1)C(=O)N1CCC(CC1)CCCO